FC(S(=O)(=O)ON1C(=O)C2C3C=CC(C2C1=O)C3)(F)F N-(trifluoromethylsulfonyloxy)-5-norbornene-2,3-dicarboximide